2'-O-allyl-uridine phosphoramidite P(O)(N)OC[C@@H]1[C@H]([C@H]([C@@H](O1)N1C(=O)NC(=O)C=C1)OCC=C)O